COC1=CC=C(C=C1)C1=C(C(=NN1C1=CC=C(C=C1)F)C(F)F)C#N 5-(4-methoxyphenyl)-1-(4-fluorophenyl)-3-difluoromethyl-1H-pyrazole-4-carbonitrile